N1(CCC1)C(=O)N1[C@H]([C@H]([C@H](C1)F)NS(N(C)C)(=O)=O)CC=1C(=C(C=CC1)C1=CC(=CC(=C1)F)F)F N'-{(2S,3R,4S)-1-(azetidine-1-carbonyl)-4-fluoro-2-[(2,3',5'-trifluoro[1,1'-biphenyl]-3-yl)methyl]pyrrolidin-3-yl}-N,N-dimethyl-sulfuric diamide